methyl 2-amino-6-(2-fluorophenoxy)nicotinate NC1=C(C(=O)OC)C=CC(=N1)OC1=C(C=CC=C1)F